3-methylimidazo[1,2-a]pyrazin CC1=CN=C2N1C=CN=C2